13,13-dipropyl-3H,13H-indeno[2',3':3,4]naphtho[1,2-b]pyran C(CC)C1(C2=CC=CC=C2C2=C1C1=C(OCC=C1)C=1C=CC=CC21)CCC